3-ethylbipyridine C(C)C=1C(=NC=CC1)C1=NC=CC=C1